Cl.N1[C@@H](CCC1)COC=1C=NC=CC1C1=C(C2=NC=CC=C2N1)C1=CC(=CC=C1)C(F)(F)F 2-{3-[(2S)-pyrrolidin-2-ylmethoxy]pyridin-4-yl}-3-[3-(trifluoromethyl)phenyl]-1H-pyrrolo[3,2-b]pyridine hydrochloride